NC1=CC=C(C=C1)N(S(=O)(=O)C)CCN(C(OCCCC)=O)C butyl (2-(N-(4-aminophenyl)methylsulfonamido)ethyl)(methyl)carbamate